(S)-tert-Butyl 4-(4-((2-amino-4-((1-hydroxypentan-2-yl)amino)-6-methylpyrimidin-5-yl)methyl)-3-methoxybenzoyl)piperazin-1-carboxylate NC1=NC(=C(C(=N1)N[C@H](CO)CCC)CC1=C(C=C(C(=O)N2CCN(CC2)C(=O)OC(C)(C)C)C=C1)OC)C